O[C@@H]1C[C@H](N(C1)C(C(C(C)C)C1=CC(N(O1)CCCCC(=O)O)=O)=O)NC(=O)[C@@H](C)C1=CC=C(C=C1)C1=C(N=CS1)C 5-(5-(1-((2S,4R)-4-hydroxy-2-(((S)-1-(4-(4-methylthiazol-5-yl)phenyl)ethyl)formamido)pyrrolidin-1-yl)-3-methyl-1-oxobutan-2-yl)-3-oxoisoxazol-2(3H)-yl)pentanoic acid